ClC=1C=C(C=CC1)[C@@H](CN(C)C)N1C(C=C(C=C1C)C1=CNC2=NC=C(C=C21)N2CCOCC2)=O (S)-1-(1-(3-Chlorophenyl)-2-(dimethylamino)ethyl)-6-methyl-4-(5-morpholino-1H-pyrrolo[2,3-b]pyridin-3-yl)pyridin-2(1H)-one